2-cyclopropyl-6,7-dihydro-5H-pyrazolo[1,5-a]pyrazin-4-one C1(CC1)C1=NN2C(C(NCC2)=O)=C1